C(C)OC(C1=CN=CC(=C1)C1=CC(=CC=C1)C1=NN(C=C1)CC1=CC=CC=C1)=O.FC1=CSC=C1C=CC 3-fluoro-4-propenyl-thiophene ethyl-5-(3-(1-benzyl-1H-pyrazol-3-yl)phenyl)nicotinate